C(CCC)[SnH](O[SnH](CCCC)CCCC)CCCC 1,1,3,3-tetrabutyl-distannoxane